(4-(4-(3-methoxyoxetan-3-yl)benzoyl)piperazin-1-yl)(4-(trifluoromethyl)phenyl)methanone COC1(COC1)C1=CC=C(C(=O)N2CCN(CC2)C(=O)C2=CC=C(C=C2)C(F)(F)F)C=C1